C1(=CC(=CC=C1)P(C1=C(SC=C1P(C=1C=C(C=CC1)C)C=1C=C(C=CC1)C)CCC)C=1C=C(C=CC1)C)C 3,4-bis(di-m-tolylphosphino)-2-propylthiophene